CN(C(=O)C1CC2(C1)NC(OC2)=O)C2CC(C2)C2=CC=C(C=C2)C2(CC2)C (2s,4s)-N-methyl-N-((1s,3s)-3-(4-(1-methylcyclopropyl)phenyl)cyclobutyl)-6-oxo-7-oxa-5-azaspiro[3.4]octane-2-carboxamide